(±)-1-Octen-3-ol C=C[C@@H](CCCCC)O |r|